C(CC)O[Zr](OCCC)(OCCC)OCCC tetrapropoxyzirconium